tert-butyl (S)-(1-(3-(4-chloro-3-(N-(4-methoxybenzyl)methylsulfonamido)-1-methyl-1H-indazol-7-yl)-5,8-difluoro-4-oxo-3,4-dihydroquinazolin-2-yl)-2-(3,5-difluorophenyl)ethyl)carbamate ClC1=C2C(=NN(C2=C(C=C1)N1C(=NC2=C(C=CC(=C2C1=O)F)F)[C@H](CC1=CC(=CC(=C1)F)F)NC(OC(C)(C)C)=O)C)N(S(=O)(=O)C)CC1=CC=C(C=C1)OC